methyl (1R,2S,4S,5S)-4-((2-methyl-6-(1-methyl-5-((((4-nitrophenoxy)carbonyl)oxy) methyl)-1H-1,2,3-triazol-4-yl)pyridin-3-yl)oxy)bicyclo[3.1.0]hexane-2-carboxylate CC1=NC(=CC=C1O[C@H]1C[C@@H]([C@@H]2C[C@H]12)C(=O)OC)C=1N=NN(C1COC(=O)OC1=CC=C(C=C1)[N+](=O)[O-])C